(1s,4s)-4-(3-Chloroanilino)-2'-[3-(cyclopropylmethoxy)phenyl]spiro[cyclohexane-1,1'-indene]-4-carboxylic acid cyclopropylmethyl ester C1(CC1)COC(=O)C1(CCC2(C(=CC3=CC=CC=C23)C2=CC(=CC=C2)OCC2CC2)CC1)NC1=CC(=CC=C1)Cl